2-oxo-anthraquinone O=C1CC=2C(C3=CC=CC=C3C(C2C=C1)=O)=O